(S)-1-(1-(methylsulfonyl)-1H-pyrrole-3-carbonyl)-N-(4-(3-(pyridin-3-yl)phenyl)thiazol-2-yl)azetidine-2-carboxamide CS(=O)(=O)N1C=C(C=C1)C(=O)N1[C@@H](CC1)C(=O)NC=1SC=C(N1)C1=CC(=CC=C1)C=1C=NC=CC1